Diphenyl-phosphoryl azide C1=CC=C(C=C1)OP(=O)(N=[N+]=[N-])OC2=CC=CC=C2